1-(4'-vinyl-[1,1'-biphenyl]-4-yl)-2,2-dihydroxyethanone C(=C)C1=CC=C(C=C1)C1=CC=C(C=C1)C(C(O)O)=O